C1(CCC1)C=1C(=NNC1C(=O)OCC)C(=O)OCC Diethyl 4-cyclobutyl-1H-pyrazole-3,5-dicarboxylate